(R)-3-(5-benzyl-2'-carbamoyl-[1,1'-biphenyl]-3-yl)-2-methylpropanoic acid C(C1=CC=CC=C1)C=1C=C(C=C(C1)C1=C(C=CC=C1)C(N)=O)C[C@H](C(=O)O)C